(1aR,5aR)-2-Pyridin-2-yl-1a,2,5,5a-tetrahydro-1H-2,3-diaza-cyclopropa[a]pentalene-4-carboxylic acid [1-(4-fluoro-phenyl)-cyclopropyl]-amide FC1=CC=C(C=C1)C1(CC1)NC(=O)C=1C=2C[C@@H]3[C@H](C2N(N1)C1=NC=CC=C1)C3